[(3R,5S,8R,9S,10S,13S,14S,17S)-17-acetyl-10,13-dimethyl-2,3,4,5,6,7,8,9,11,12,14,15,16,17-tetradecahydro-1H-cyclopenta[a]phenanthren-3-yl] 5-acetoxypentanoate acetoxypentanoate C(C)(=O)OC(C(=O)O)CCC.C(C)(=O)OCCCCC(=O)O[C@@H]1CC[C@@]2([C@H]3CC[C@@]4([C@H](CC[C@H]4[C@@H]3CC[C@H]2C1)C(C)=O)C)C